N=1C(OC=C2C1N=CN=C2)=O Pyrimido[4,5-d][1,3]Oxazin-2-One